Ethyl 1-(2-chloroethyl)piperidine-4-carboxylate ClCCN1CCC(CC1)C(=O)OCC